N-(2-morpholinopyrimidin-4-yl)-1H-indazol O1CCN(CC1)C1=NC=CC(=N1)N1N=CC2=CC=CC=C12